trans-2,2-difluoro-N-(5-oxo-2-phenyl-1-(1-(pyridin-3-yl)-1H-indazol-5-yl)pyrrolidin-3-yl)propanamide FC(C(=O)N[C@H]1[C@@H](N(C(C1)=O)C=1C=C2C=NN(C2=CC1)C=1C=NC=CC1)C1=CC=CC=C1)(C)F